(3R,4S)-3-cyclopropyl-4-methyl-2-oxo-1-[6-([1,2,4]triazolo[1,5-a]pyridin-2-yl)pyrrolo[1,2-b]pyridazin-4-yl]pyrrolidine-3-carbonitrile C1(CC1)[C@]1(C(N(C[C@H]1C)C=1C=2N(N=CC1)C=C(C2)C2=NN1C(C=CC=C1)=N2)=O)C#N